N1C(=CC2=CC=CC=C12)C(=O)N indoleamide